FC1=C(C=CC(=C1)C(=O)N1CCN(CC1)C)C=1C=C2C(=CC=NC2=CC1)NC1=CC=C2CCN(C(C2=C1)=O)C 7-((6-(2-fluoro-4-(4-methylpiperazine-1-carbonyl)phenyl)quinolin-4-yl)amino)-2-methyl-3,4-dihydroisoquinolin-1(2H)-one